3,7-dimethyl-2,6-nonadienal CC(=CC=O)CCC=C(CC)C